ethyl (2S)-2-(((4-nitrophenoxy) (phenoxy) phosphoryl) amino)-3-phenylpropionate [N+](=O)([O-])C1=CC=C(OP(=O)(OC2=CC=CC=C2)N[C@H](C(=O)OCC)CC2=CC=CC=C2)C=C1